C1(CCC1)[C@H]1[C@H](N2CCOC3=C(SC(CN1)=C32)C=3C=NNC3)COC (9S,10S)-10-cyclobutyl-9-(methoxymethyl)-3-(1H-pyrazol-4-yl)-5-oxa-2-thia-8,11-diazatricyclo[6.4.1.04,13]-trideca-1(13),3-dien